(2S)-2-[9H-fluoren-9-yl-methoxycarbonyl(methyl)amino]-4-methoxybutanoic acid C1=CC=CC=2C3=CC=CC=C3C(C12)COC(=O)N([C@H](C(=O)O)CCOC)C